COC=1C=CC(=C(C1)NCCCC(=O)N)[N+](=O)[O-] [2-(5-methoxy-2-nitrophenylamino)ethyl]acetamide